titanium tetra(dimethylamine) CNC.CNC.CNC.CNC.[Ti]